NC=1OC2=C(N1)C=C(C=C2)C=2C=C1C(=NC=NC1=CC2)NCC(=O)N ((6-(2-aminobenzo[d]oxazol-5-yl)quinazolin-4-yl)amino)acetamide